(2s,3s,4r,5r,6s)-2-((1,3-dioxoisoindolin-2-yl) oxy)-6-methyltetrahydro-2H-pyran-3,4,5-trisyl tripropionate C(CC)(=O)O[C@@H]1[C@@H](O[C@H]([C@H]([C@H]1OC(CC)=O)OC(CC)=O)C)ON1C(C2=CC=CC=C2C1=O)=O